CN1C(=CC=C1)C1=NC=NC=N1 6-(1-methylpyrrol-2-yl)-1,3,5-triazine